olean-13(18)-ene C[C@@]12CC[C@@]3(C(=C1CC(CC2)(C)C)CC[C@H]4[C@]3(CC[C@@H]5[C@@]4(CCCC5(C)C)C)C)C